methyl (1S,4r)-4-(methyl((S)-2,2,2-trifluoro-1-(4-((5-((S)-1-methoxyethyl)-1-(pyridin-3-yl)-1H-pyrazol-4-yl)amino)phenyl)ethyl)carbamoyl)cyclohexane-1-carboxylate CN(C(=O)C1CCC(CC1)C(=O)OC)[C@H](C(F)(F)F)C1=CC=C(C=C1)NC=1C=NN(C1[C@H](C)OC)C=1C=NC=CC1